OC1=CC=C(C=C1)/C=C/C(=O)C=1C(=CC2=C(C=CC(O2)(C)C)C1O)OC (E)-3-(4-hydroxyphenyl)-1-(5-hydroxy-7-methoxy-2,2-dimethyl-2H-benzopyran-6-yl)prop-2-en-1-one